FC1=C(C(=O)NC2=CC(=NC=C2)C(=O)N)C(=CC=C1C(F)(F)F)OC1=C(C(=C(C=C1)OC(F)(F)F)F)OC 4-[[2-Fluoro-6-[3-fluoro-2-methoxy-4-(trifluoromethoxy)phenoxy]-3-(trifluoromethyl)benzoyl]amino]pyridin-2-carboxamid